[[2,4-dimethyl-5-(1-oxa-2-azaspiro[4.4]non-2-en-3-yl)phenyl][(trifluoromethyl)sulfonyl]amino]methyl 2,2-dimethylpropanoate CC(C(=O)OCN(S(=O)(=O)C(F)(F)F)C1=C(C=C(C(=C1)C1=NOC2(C1)CCCC2)C)C)(C)C